dihydropyrrolo[3,4-c]pyrazole C1=C2C=NNC2=CN1